COC(C(OC)OC1=NN(C(=C1C1CC1)C=1C=NC=C(C1)F)C1=C(C=CC(=C1)F)F)=O Methyl-{[4-cyclopropyl-1-(2,5-difluorophenyl)-5-(5-fluoropyridin-3-yl)-1H-pyrazol-3-yl]oxy}-(methoxy)acetat